10-(4-tert-butoxybenzyl)-14-ethoxy-2,2,3,3-tetramethyl-12-(naphthalen-1-ylmethyl)-8,11-dioxo-4,15-dioxa-9,12-diaza-3-silaheptadecan-6-ylcarbamate C(C)(C)(C)OC1=CC=C(CC(NC(CC(CO[Si](C(C)(C)C)(C)C)NC([O-])=O)=O)C(N(CC(OCC)OCC)CC2=CC=CC3=CC=CC=C23)=O)C=C1